4-(4-(2-amino-6-cyanobenzo[d]thiazol-7-yl)phenyl)-N-(2-ethynylthiazol-4-yl)piperazine-1-carboxamide NC=1SC2=C(N1)C=CC(=C2C2=CC=C(C=C2)N2CCN(CC2)C(=O)NC=2N=C(SC2)C#C)C#N